C1(CC1)C=1C=NC(=NC1)NC(C(=O)O)CCN(CCCCC1=NC=2NCCCC2C=C1)CCOC1=CC=CC=C1 2-((5-cyclopropylpyrimidin-2-yl)amino)-4-((2-phenoxyethyl)(4-(5,6,7,8-tetrahydro-1,8-naphthyridin-2-yl)butyl)amino)butanoic acid